O.C(C)(=O)O ACETAT MONOHYDRAT